O=C1NC(CCC1N1C(N(C2=C1C=CC(=C2)CCCOCCOCCOCCOCCOCCNC(OC(C)(C)C)=O)C)=O)=O tert-Butyl (18-(1-(2,6-dioxopiperidin-3-yl)-3-methyl-2-oxo-2,3-dihydro-1H-benzo[d]imidazol-5-yl)-3,6,9,12,15-pentaoxaoctadecyl)carbamate